P(=O)(O)(O)C(C(=O)O)C.FC1=CC(=C(C=C1)NC1=C(C(=O)NC2=CC(=NC(=C2)C)OC)C=CC(=C1)C(F)(F)F)C 2-((4-fluoro-2-methylphenyl)amino)-N-(2-methoxy-6-methylpyridin-4-yl)-4-(trifluoromethyl)benzamide 2-phosphonopropionate